O1C=NC=C1COC(=O)NC1=CC=C(C=C1)[C@H]1CN(CCC1)C(=O)OC methyl (S)-3-(4-(((oxazol-5-ylmethoxy)carbonyl)amino)phenyl)piperidine-1-carboxylate